C(CCCCCCCCCCCCCCCCC)N1C(=C(C(C2=C(C=C(C=C12)OCC=C)OCC=C)=O)OCC=C)C1=CC=CC=C1 N-octadecyl-2-phenyl-3,5,7-tris-(2-propen-1-yloxy)-quinolin-4-one